3-[4-[2-[(2S)-2-methylazetidin-1-yl]-6,7-dihydro-5H-cyclopenta[d]pyrimidin-4-yl]phenyl]bicyclo[1.1.1]pentane-1-carboxamide C[C@@H]1N(CC1)C=1N=C(C2=C(N1)CCC2)C2=CC=C(C=C2)C21CC(C2)(C1)C(=O)N